FC(C1=NC(=NC(=N1)C(F)(F)F)N1[C@H](C=2NC3=CC=C(C=C3C2CC1)Cl)C[C@H](CCOC)O)(F)F (2R)-1-{(1S)-2-[4,6-bis(trifluoromethyl)-1,3,5-triazin-2-yl]-6-chloro-2,3,4,9-tetrahydro-1H-pyrido[3,4-b]indol-1-yl}-4-methoxybutan-2-ol